phenyl chlorochromate [Cr](=O)(=O)(OC1=CC=CC=C1)Cl